(E)-1-(4'-chlorophenyl)-2-bromoethylene ClC1=CC=C(C=C1)\C=C\Br